tert-Butyl N-[5-(2-oxopropyl)-1H-indol-3-yl]carbamate O=C(CC=1C=C2C(=CNC2=CC1)NC(OC(C)(C)C)=O)C